5-(8-((4-((4-((3,4-dichloro-2-fluorophenyl)amino)-7-methoxyquinazolin-6-yl)oxy)cyclohexyl)Methyl)-3,8-diazabicyclo[3.2.1]octan-3-yl)-2-(2,6-dioxopiperidin-3-yl)isoindoline ClC=1C(=C(C=CC1Cl)NC1=NC=NC2=CC(=C(C=C12)OC1CCC(CC1)CN1C2CN(CC1CC2)C=2C=C1CN(CC1=CC2)C2C(NC(CC2)=O)=O)OC)F